CC(COCCCCCN1C=[N+](C=C1)CCCCCOCC(C)C)C 1,3-bis[5-(2-methylpropoxy)pentyl]imidazolium